BrC=1C(=C(C=CC1)N(C)C1CC(CCC1)(C)C)C (3-bromo-2-methyl-phenyl)-(3,3-dimethyl-cyclohexyl)-methyl-amine